COC1=CC=2C=C3N(CCN(C3)C(CCOCC3NCC3)=O)C2N=C1 2-((3-(3-methoxy-8,9-dihydropyrido[3',2':4,5]pyrrolo[1,2-a]pyrazin-7(6H)-yl)-3-oxopropoxy)methyl)azetidin